C(C1=CC=CC=C1)OC(=O)N[C@H]1CN(C[C@H]2O[C@@H]12)C(=O)OC(C)(C)C |r| tert-Butyl rac-(1R,5S,6S)-5-(benzyloxycarbonylamino)-7-oxa-3-azabicyclo[4.1.0]heptane-3-carboxylate